COC1=NC=CC(=C1C1=CNC2=NC(=CC=C21)NC(=O)[C@@H]2[C@H](C2)CN(C)C)OC (1S,2S)-N-[3-(2,4-dimethoxypyridin-3-yl)-1H-pyrrolo[2,3-b]pyridin-6-yl]-2-[(dimethylamino)methyl]cyclopropane-1-carboxamide